CC1CCC=2C=C(C=NC2C1)C#N 7-Methyl-5,6,7,8-tetrahydroquinoline-3-carbonitrile